C1=CC=CC=2SC3=C(C21)C=CC=C3.COC3=CC=CC=C3 4-methoxybenzene-dibenzothiophene salt